FC1([C@H](C12CCN(CC2)S(=O)(=O)N)C2=NOC(=N2)C2=CC=NN2C)F (2R)-1,1-Difluoro-2-[5-(1-methyl-1H-pyrazol-5-yl)-1,2,4-oxadiazol-3-yl]-6-azaspiro[2.5]octan-6-sulfonamid